tert-butyl ((S)-4-((R)-6-chloro-3,4-dihydro-2H-benzo[b][1,4]oxazine-2-carboxamido)-2-hydroxybicyclo[2.2.2]octan-1-yl)carbamate ClC1=CC2=C(O[C@H](CN2)C(=O)NC23C[C@@H](C(CC2)(CC3)NC(OC(C)(C)C)=O)O)C=C1